FC=1C=C(C=CC1C=1N=C(SC1)NC=1C=NN(C1)CCCOC)N1C(CCC1)=O 1-(3-Fluoro-4-{2-[1-(3-methoxy-propyl)-1H-pyrazol-4-ylamino]-thiazol-4-yl}-phenyl)-pyrrolidin-2-one